2-(azetidin-1-yl)acetic acid N1(CCC1)CC(=O)O